O=S.[S] sulphur oxysulfide